2-(2,4-dioxotetrahydropyrimidin-1(2H)-yl)-5-((4-(4-methylthiophen-3-yl)piperidin-1-yl)methyl)isoindoline-1,3-dione O=C1N(CCC(N1)=O)N1C(C2=CC=C(C=C2C1=O)CN1CCC(CC1)C1=CSC=C1C)=O